5'H-spiro[azetidine-3,8'-pyrido[4,3-d]pyrimidin]-7'(6'H)-one N1=CN=CC2=C1C1(C(NC2)=O)CNC1